NC1C[C@@H](N(CC1)S(=O)(=O)C1=CC=C(C=C1)NC(C)=O)C N-(4-((2S)-4-amino-2-methylpiperidin-1-ylsulfonyl)phenyl)acetamide